FC(C1=NN2C(N=CC(=C2)CC2CC3(CN(C3)C(=O)N3C[C@@H]4[C@@H](OCC(N4)=O)CC3)C2)=C1)(F)F (4aR,8aS)-6-[6-[[2-(trifluoromethyl)pyrazolo[1,5-a]pyrimidin-6-yl]methyl]-2-azaspiro[3.3]heptane-2-carbonyl]-4,4a,5,7,8,8a-hexahydropyrido[4,3-b][1,4]oxazin-3-one